C(C)(C)(C)OC(=O)N1[C@@H]2[C@H](NC[C@H]1CC2)[C@H](C)OC2=NC(=C(C=1N=CNC(C12)=O)Cl)Cl (1S,2S,5R)-2-((S)-1-((7,8-dichloro-4-oxo-3,4-dihydropyrido[4,3-d]pyrimidin-5-yl)oxy)ethyl)-3,8-diazabicyclo[3.2.1]octane-8-carboxylic acid tert-butyl ester